(Z)-1-bromo-3-chloro-5-(methoxymethoxy)-2-(prop-1-en-1-yl)benzene BrC1=C(C(=CC(=C1)OCOC)Cl)\C=C/C